FC(C1=C(OC2=CC=C(C=C2)NC2=NC=NC3=CC=CC=C23)C=CC=C1)(F)F N-(4-(2-(trifluoromethyl)phenoxy)phenyl)quinazolin-4-amine